C1(CCCCC1)C(=O)C1=C(C=C(C=C1)OC)F Cyclohexyl-(2-fluoro-4-methoxyphenyl)methanone